4-iodo-3-methoxy-N-(5-(5-methyl-1H-pyrazol-1-yl)-1,3,4-thiadiazol-2-yl)-2-oxo-2H-pyran-6-carboxamide IC1=C(C(OC(=C1)C(=O)NC=1SC(=NN1)N1N=CC=C1C)=O)OC